OC=1C=2C(N(C(C1)=O)C)=CN(N2)C2OCCCC2 E-7-hydroxy-4-methyl-2-(tetrahydro-2H-pyran-2-yl)-2,4-dihydro-5H-pyrazolo[4,3-b]pyridin-5-one